(2R,6S,7R,7aS)-7a-(((tert-Butyldiphenylsilyl)oxy)methyl)-2-fluorohexahydro-1H-pyrrolizine-6,7-d2 [Si](C1=CC=CC=C1)(C1=CC=CC=C1)(C(C)(C)C)OC[C@]12[C@@H]([C@@H](CN2C[C@@H](C1)F)[2H])[2H]